BrC1=CC(=C(C(=O)N(C)C[C@@H](C)O[Si](C)(C)C(C)(C)C)C=C1)C (R)-4-bromo-N-(2-(tert-butyldimethylsilyloxy)propyl)-N,2-dimethylbenzamide